C(C)N1C2=C([C@@H]([C@@H](C1=O)NC(C1=CC(=CC=C1)C(F)(F)F)=O)C1=CC=C(C=C1)F)C(=NN2C2=CC=CC=C2)CN2CCNCC2 N-[(4S,5S)-7-ethyl-4-(4-fluorophenyl)-6-oxo-1-phenyl-3-[(piperazin-1-yl)methyl]-1H,4H,5H,6H,7H-pyrazolo[3,4-b]pyridin-5-yl]-3-(trifluoromethyl)benzamide